C(C)(C)(C)OC(=O)NC=1SC2=C(N1)C(=CC=C2F)C2=C(C=C1C(=NC=NC1=C2F)N2CCN(CC2)C(=O)OC(C)(C)C)C#N tert-butyl 4-[7-(2-{[(tert-butoxy)carbonyl]amino}-7-fluoro-1,3-benzothiazol-4-yl)-6-cyano-8-fluoroquinazolin-4-yl]piperazine-1-carboxylate